C12=C(C=CC=C2CC1)N(C(=O)[C@H]1N(C([C@@H]([C@H]1O)O)=C=O)C1=NC(=CC(=C1)C(F)(F)F)C)C (2S,3S,4S)-N-(bicyclo[4.2.0]oct-1,3,5-trien-yl)-3,4-dihydroxy-N-methyl-1-(6-methyl-4-(trifluoromethyl)pyridin-2-yl)-5-carbonylpyrrolidine-2-carboxamide